1-(2-(4-(5-amino-1-(benzo[d]thiazol-2-yl)-1H-1,2,4-triazol-3-ylamino)phenoxy)ethyl)pyrrolidine-2-carboxylic acid methyl ester COC(=O)C1N(CCC1)CCOC1=CC=C(C=C1)NC1=NN(C(=N1)N)C=1SC2=C(N1)C=CC=C2